CC1=CC=C(/C=C/C2=NC=CC3=CC=CC=C23)C=C1 (E)-1-(4-METHYLSTYRYL)isoquinoline